(S)-7,7-difluoro-2-((4-((2-hydroxy-1-phenylethyl)amino)-5-(3-morpholino-1,2,4-oxadiazol-5-yl)pyridin-2-yl)amino)-6,7-dihydro-5H-pyrrolo[3,4-b]pyridin-5-one FC1(NC(C=2C1=NC(=CC2)NC2=NC=C(C(=C2)N[C@H](CO)C2=CC=CC=C2)C2=NC(=NO2)N2CCOCC2)=O)F